CCCCCCCCCCCCCCCCCC(O)O OCTADECANEDIOL